C1=CC=CC=2C3=CC=CC=C3C(C12)COS(=O)(=O)C methanesulfonic acid-9H-fluoren-9-ylmethyl ester